5-(Benzyloxy)-6-chloropyrimidine-4-carbaldehyde C(C1=CC=CC=C1)OC=1C(=NC=NC1Cl)C=O